ClC1=NC2=C(C=C(C=C2C(=C1)Cl)C)C(C)O 1-(2,4-Dichloro-6-methylquinolin-8-yl)ethan-1-ol